FC1=C(C(=CC(=C1)[N+](=O)[O-])C=1N=NNN1)C=1C=C2C=NN(C2=CC1)C 5-(2-fluoro-4-nitro-6-(2H-tetrazol-5-yl)phenyl)-1-methyl-1H-indazole